C4-bromo-2-iodo-1-(benzenesulfonyl)-1H-pyrrolo[2,3-b]pyridine BrC1=C2C(=NC=C1)N(C(=C2)I)S(=O)(=O)C2=CC=CC=C2